FC=1C(=CC=2C3=C(C=NC2C1)N(C(C31CC(C1)OC(C)C1=CC=CC=C1)=O)C)C=1C=C(C(=NC1)OCCNC(C)C)NS(=O)(=O)C trans-N-(5-(7'-Fluoro-3'-methyl-2'-oxo-3-(1-phenylethoxy)-2',3'-dihydrospiro[cyclobutane-1,1'-pyrrolo[2,3-c]quinolin]-8'-yl)-2-(2-(isopropylamino)ethoxy)pyridin-3-yl)methanesulfonamide